[4-(cyclopentyloxy)-2-(2,6-dioxopiperidin-3-yl)-3-oxo-2,3-dihydro-1H-isoindol-5-yl]methyl N-[4-(3,4-difluorophenoxy)phenyl]carbamate FC=1C=C(OC2=CC=C(C=C2)NC(OCC=2C(=C3C(N(CC3=CC2)C2C(NC(CC2)=O)=O)=O)OC2CCCC2)=O)C=CC1F